C(C)(=O)OC1=C(C(=NN1C1=CC=CC=C1)CC)C(C1=CC=CC=C1)C=1OC2=C(C1NS(=O)(=O)C1=CC=C(C=C1)C)C=CC=C2 (-)-3-Ethyl-4-((3-((4-methylphenyl)sulfonamido)benzofuran-2-yl)(phenyl)methyl)-1-phenyl-1H-pyrazol-5-yl acetate